BrC1=C(C2=C(CC3(C4=CN(N=C24)C[C@@H]2OCCOC2)CC3)O1)C 7'-bromo-2'-{[(2S)-1,4-dioxan-2-yl]methyl}-8'-methyl-2',5'-dihydrospiro[cyclopropane-1,4'-furo[2,3-g]indazole]